methyl (E)-5-(4-(1-isopropylazetidin-3-yl)phenyl)-4-phenyl-5-(4-(pivaloyloxy)phenyl)pent-4-enoate C(C)(C)N1CC(C1)C1=CC=C(C=C1)\C(=C(\CCC(=O)OC)/C1=CC=CC=C1)\C1=CC=C(C=C1)OC(C(C)(C)C)=O